(5-((3-methylpyridin-4-yl)methyl)-1H-imidazol-2-yl)(thiazol-5-yl)methanol CC=1C=NC=CC1CC1=CN=C(N1)C(O)C1=CN=CS1